ClC1=NC=C2NC(N(C2=N1)CC1=CC=C(C=C1)N1N=C(C=C1OC)C(F)(F)F)=N 2-chloro-9-[[4-[5-methoxy-3-(trifluoromethyl)pyrazol-1-yl]phenyl]methyl]-7H-purin-8-imine